C(C)(C)(C)C=1C=C(C(=C(C(=O)N)CCCCCCC(C(=O)N)=C(C2=CC(=C(C(=C2)C(C)(C)C)O)C(C)(C)C)O)O)C=C(C1O)C(C)(C)C hexamethylenebis(3,5-di-t-butyl-4-hydroxy-hydroxycinnamamide)